2'-fluoro(2'-fluoro)thymidine FC1([C@@H](O[C@@H]([C@H]1O)CO)N1C(=O)NC(=O)C(C)=C1)F